FC1=CC=C(C=C1)C1=CN=CO1 5-(4-fluorophenyl)oxazole